3-methyl-3,4,5,6-tetrahydro-2(1H)-pyrimidone CN1C(NCCC1)=O